chlorine (2-dicyclohexylphosphino-2,6-dimethoxy-1,1-biphenyl) C1(CCCCC1)P(C1(C(=C(C=CC1)OC)C1=CC=CC=C1)OC)C1CCCCC1.[Cl]